(8-bromoisoquinolin-3-yl)amine BrC=1C=CC=C2C=C(N=CC12)N